tert-Butyl 4-oxo-1,3-dihydroisoquinoline-2-carboxylate O=C1CN(CC2=CC=CC=C12)C(=O)OC(C)(C)C